copper acetate nickel acetate C(C)(=O)[O-].[Ni+2].C(C)(=O)[O-].[Cu+2]